NC(CO)C(F)F 2-amino-3,3-difluoro-propan-1-ol